FC1=C(C=C(C=C1)N1C(=NN=C1C)C=1C=C(C2=C(N(C=N2)C=2C=CC(=NC2)NC(OC)=O)C1)C)C methyl N-[5-[6-[4-(4-fluoro-3-methyl-phenyl)-5-methyl-1,2,4-triazol-3-yl]-4-methyl-benzimidazol-1-yl]-2-pyridyl]carbamate